C1CCC12OCCCC2N2N=C1N=C(C=NC1=C2)C2=C(C=C(C=C2C)C(F)(F)F)O 2-(2-(5-oxaspiro[3.5]nonan-9-yl)-2H-pyrazolo[3,4-b]pyrazin-6-yl)-3-methyl-5-(trifluoromethyl)phenol